5-fluoro-4,7-dihydro-3H-oxathiepine 2,2-dioxide FC=1CCS(OCC1)(=O)=O